C(C)(C)(C)OC(=O)N1CCN(CC1)C1=CC=C(C2=C1N(N=N2)C)C(=O)OC methyl 7-[4-(tert-butoxycarbonyl)piperazin-1-yl]-1-methyl-1,2,3-benzotriazole-4-carboxylate